NCC=1C=NC(=NC1)C1=C(C=C(C#N)C=C1)OC1=NC(=NC(=C1)OC1CCC1)C 4-[5-(aminomethyl)pyrimidin-2-yl]-3-(6-cyclobutyloxy-2-methylpyrimidin-4-yl)oxybenzonitrile